N[C@H]1CN(CC1)C(=O)C=1C=C2OCCN3C(=NC(C1)=C32)C=3N(C2=CC=CC=C2C3)CC3CC3 (R)-(3-Aminopyrrolidin-1-yl)(2-(1-(cyclopropylmethyl)-1H-indol-2-yl)-3,4-dihydro-5-oxa-1,2a-diazaacenaphthylen-7-yl)methanone